ClC1=NC=C(C(=C1)N[C@H](C(C)(O)C)C)I (S)-3-((2-chloro-5-iodopyridin-4-yl)amino)-2-methylbutan-2-ol